5-(tert-butyl) 3-methyl 2-methyl-2,6-dihydropyrrolo[3,4-c]pyrazole-3,5(4H)-dicarboxylate CN1N=C2C(=C1C(=O)OC)CN(C2)C(=O)OC(C)(C)C